FCS(=O)(=O)[O-] fluoromethanesulfonic acid anion